COC=1C=C(C=C(C1OC)OC)C=1OC2=CC=CC=3C2=C(C1)C=CC3 2-(3,4,5-trimethoxyphenyl)benzo[de]chromene